OCCN(C1=CC=C(C=C1)/C=C/C(=O)C1=CC=C(C=C1)NC(CCI)=O)C N-[4-[(E)-3-[4-[2-Hydroxyethyl(methyl)amino]phenyl]prop-2-enoyl]phenyl]-3-iodopropanamide